butyl naphthoate C1(=CC=CC2=CC=CC=C12)C(=O)OCCCC